spiro[azetidine-3,1'-tetralin] C12(CCCC3=CC=CC=C13)CNC2